FC=1C(=NC(=NC1)NC1=CC=C(C=C1)N1CCN(CC1)C)C=1C=NN(C1)C1CCN(CC1)CCC fluoro-N-(4-(4-methylpiperazin-1-yl)phenyl)-4-(1-(1-propylpiperidin-4-yl)-1H-pyrazol-4-yl)pyrimidin-2-amine